N-[4-cyano-3-(trifluoromethyl)phenyl]cyclobutanecarboxamide C(#N)C1=C(C=C(C=C1)NC(=O)C1CCC1)C(F)(F)F